2-[(2S,6R)-2-(1-cyclopropylpyrazol-4-yl)-6-methyl-morpholin-4-yl]-4-(2-fluoro-4-methyl-phenyl)-7H-pyrimido[4,5-d]pyridazin-8-one C1(CC1)N1N=CC(=C1)[C@H]1CN(C[C@H](O1)C)C=1N=C(C2=C(C(NN=C2)=O)N1)C1=C(C=C(C=C1)C)F